4-formyl-benzonitrile C(=O)C1=CC=C(C#N)C=C1